C(C)(C)(C)C=1C=C(C=CC1O)C1=C(C=CC(=C1)O)C(C(=O)OCCOCCOCCO)(C)C1=C(C=C(C=C1)O)C1=CC(=C(C=C1)O)C(C)(C)C triethylene glycol bis[(3-t-butyl-4-hydroxyphenyl)4-hydroxyphenyl]propionate